FC(C(=O)NC1=C(C=CC=C1)C(\C=C\C1=CC(=C(C=C1)O)OC)=O)(F)F 2,2,2-Trifluoro-N-[2-[(E)-3-(4-hydroxy-3-methoxyphenyl)prop-2-enoyl]phenyl]acetamide